Methyl 3-(3-acetoxypropyl)-7-(1-(bicyclo[1.1.1]pentan-1-yl)-5-(hydroxymethyl)-3-methyl-1H-pyrazol-4-yl)-6-fluoro-1-methyl-1H-indole-2-carboxylate C(C)(=O)OCCCC1=C(N(C2=C(C(=CC=C12)F)C=1C(=NN(C1CO)C12CC(C1)C2)C)C)C(=O)OC